NC1=C(C=CC(=C1)OC)[C@H]1CC=2C=CC(=CC2CC1)O |r| (+/-)-6-(2-amino-4-methoxyphenyl)-5,6,7,8-tetrahydronaphthalene-2-ol